5-chloro-3-methyl-1,2,4-oxadiazole ClC1=NC(=NO1)C